C(C)(C)(C)OC(C(CCOC(C)(C)C)N1C(C=C(C(=C1)OC)C1=C(C=CC(=C1)Cl)C1=NOC=C1)=O)=O 4-tert-butoxy-2-{4-[5-chloro-2-(1,2-oxazol-3-yl)phenyl]-5-methoxy-2-oxopyridin-1(2H)-yl}butanoic acid tert-butyl ester